(methylsulfonyl)isoindolin-5-amine CS(=O)(=O)C1NCC2=CC(=CC=C12)N